S(C)(=O)(=O)O.NC1=CN=CC(=N1)C=1N=C(C=2N(C1)C=CN2)NC2=CC=C(C=C2)N2CCN(CC2)C2COC2 6-(6-aminopyrazin-2-yl)-N-(4-(4-(oxetan-3-yl)piperazin-1-yl)phenyl)imidazo[1,2-a]pyrazin-8-amine monomesylate